C(C)(C)(C)OCCOCCOCC Diethylene glycol ethyl tertiary butyl ether